methyl 4-[3-(hydroxymethyl)cyclobutyl]benzoate OCC1CC(C1)C1=CC=C(C(=O)OC)C=C1